(-)-1-phenyl-1-propanol C1(=CC=CC=C1)C(CC)O